benzyl 3-(3-(2-fluoro-4-(methoxycarbonyl)benzyl)-2-oxo-2,3-dihydro-1H-benzo[d]imidazole-1-yl)pyrrolidine-1-carboxylate FC1=C(CN2C(N(C3=C2C=CC=C3)C3CN(CC3)C(=O)OCC3=CC=CC=C3)=O)C=CC(=C1)C(=O)OC